BROMOACETALDEHYDE BrCC=O